(4-((4-(4-(2,4-dioxotetrahydropyrimidin-1(2H)-yl)benzoyl)piperazin-1-yl)methyl)piperidin-1-yl)carbamate O=C1N(CCC(N1)=O)C1=CC=C(C(=O)N2CCN(CC2)CC2CCN(CC2)NC([O-])=O)C=C1